4-[(7-hydroxy-7-methyl-5,6-dihydrocyclopenta[b]pyridin-2-yl)amino]-2-[4-[rac-(2S)-2,4-dimethylpiperazin-1-yl]anilino]pyrimidine-5-carbonitrile OC1(CCC=2C1=NC(=CC2)NC2=NC(=NC=C2C#N)NC2=CC=C(C=C2)N2[C@H](CN(CC2)C)C)C |r|